C(C1=CC=CC=C1)OC1=NC(=CC=C1N1C(N(C2=C1C=CC(=C2)N2CCC(CC2)C(C(=O)N)(C)C)C)=O)OCC2=CC=CC=C2 2-[1-[1-(2,6-dibenzyloxy-3-pyridyl)-3-methyl-2-oxo-benzimidazol-5-yl]-4-piperidyl]-2-methyl-propanamide